(R)-5-amino-1,3-dihydrospiro[indene-2,3'-pyrrolo[2,3-b]pyridine]-2'(1'H)-one NC=1C=C2C[C@]3(C(NC4=NC=CC=C43)=O)CC2=CC1